BrC=1SC(=CN1)Cl 2-bromo-5-chloro-thiazole